5-((1S,2S)-2-methylcyclopropyl)-2-oxo-1,2-dihydropyridine-3,5-dicarboxamide C[C@@H]1[C@H](C1)C1(C=C(C(NC1)=O)C(=O)N)C(=O)N